[5-(1-benzofuran-3-ylmethyl)-2-fluoro-4-methoxyphenyl]carbamic acid tert-butyl ester C(C)(C)(C)OC(NC1=C(C=C(C(=C1)CC1=COC2=C1C=CC=C2)OC)F)=O